ClC1=CC=C(C(=N1)C(=O)O)N[C@H](C)C1=C2N=C(C(=NC2=CC(=C1)C)C#N)N1C[C@@H](OCC1)CO 6-chloro-3-(((R)-1-(2-cyano-3-((R)-2-(hydroxymethyl)morpholino)-7-methylquinoxalin-5-yl)ethyl)amino)picolinic acid